O=C1NC(CC[C@@H]1N1C(C2=CC=CC(=C2C1=O)NCC(=O)NCCCCCCN1CCC(CC1)NC1=C2N=CN(C2=NC=N1)C1CC(C1)NC(C1=NC(=CC=C1)C)=O)=O)=O N-((1s,3s)-3-(6-((1-(6-(2-((2-(2,6-dioxopiperidin-3-yl)-1,3-dioxoisoindolin-4-yl)amino)acetamido)hexyl)piperidin-4-yl)amino)-9H-purin-9-yl)cyclobutyl)-6-methylpicolinamide